C1(CC1)CNC1=C2C(=NC=3C=C(C(=CC13)OC)OCCCNC1=CC=CC=C1)CCC2 N-(cyclopropylmethyl)-7-methoxy-6-[3-(phenylamino)propoxy]-1H,2H,3H-cyclopenta[b]quinolin-9-amine